CN1N=CC(=C1)C1=NN=C(O1)C(=O)N1[C@@H](C2=C(CC1)NC=N2)C2=NN1C(C(=CC=C1)C)=C2 (S)-(5-(1-methyl-1H-pyrazol-4-yl)-1,3,4-oxadiazol-2-yl)(4-(4-methylpyrazolo[1,5-a]pyridin-2-yl)-6,7-dihydro-1H-imidazo[4,5-c]pyridin-5(4H)-yl)methanone